C1OCC12NC(CC2)=O 2-oxa-5-azaspiro[3.4]octan-6-one